1-(6,7-dihydro-5H-benzo[6,7]cyclohepta[1,2-c]pyridazin-3-yl)-N3-(3-fluoro-4-(4-(tert-butyloxycarbonylamino)piperidin-1-yl)phenyl)-1H-1,2,4-triazole-3,5-diamine N1=NC(=CC2=C1C1=C(CCC2)C=CC=C1)N1N=C(N=C1N)NC1=CC(=C(C=C1)N1CCC(CC1)NC(=O)OC(C)(C)C)F